1-pyrrolidin-1-ylpentan-1-one N1(CCCC1)C(CCCC)=O